2-(quinolin-4-ylamino)butanoic acid methyl ester COC(C(CC)NC1=CC=NC2=CC=CC=C12)=O